isopropyl (R,E)-6-(((2R,3R,5R,6S)-3,5-dihydroxy-6-methyltetrahydro-2H-pyran-2-yl)oxy)hept-2-enoate O[C@H]1[C@@H](O[C@H]([C@@H](C1)O)C)O[C@@H](CC/C=C/C(=O)OC(C)C)C